ClC1=NC=2N3C(N(CCCS(NC4=C(C(N([C@H](C(=N3)C2)CC)C)=O)C=C(C=C4)CC)(=O)=O)C)=C1 (17S)-3-chloro-13,17-diethyl-5,16-dimethyl-7,8,16,17-tetrahydro-5H-18,1-(metheno)-9λ6-pyrimido[6,1-g][2,1,6,8,9,12]benzothiapentaazacyclopentadecine-9,9,15(6H,10H)-trione